bisphenyl-butanediimine C1(=CC=CC=C1)C(C(C=N)=N)(C)C1=CC=CC=C1